Tri-fluoroAcetic Acid FC(C(=O)O)(F)F